C(=C)C=1C=CC=2N(C3=CC=CC=C3C2C1)C1=CC=C(C=C1)C1=CC=C(C=C1)N1C2=CC=CC=C2C=2C=C(C=CC12)C=C bis(3-vinyl-9H-carbazol-9-yl)-1,1'-biphenyl